C(O)C(C(=O)OC(C(C)(CO)CO)=O)(C)CO 2,2-dimethylolpropionic anhydride